C1NCCC=2C3=CC=CC=C3NC12 2,3,4,9-tetrahydro-1H-beta-carboline